ClC=1C(NN=CC1N1CC=2N=CN=C(C2CC1)[C@@H](C)C1=C(C=C(C=C1)F)C(F)(F)F)=O 4-chloro-5-[4-[(1S)-1-[4-fluoro-2-(trifluoromethyl)phenyl]ethyl]-5h,6h,7h,8h-pyrido[3,4-d]pyrimidin-7-yl]-2,3-dihydropyridazin-3-one